COC=1C=2N(N=C(C1)OCC1=NC=3CCNCC3C=C1)C(=NN2)C2=NOC(=C2)C 3-(8-Methoxy-6-((5,6,7,8-tetrahydro-1,6-naphthyridin-2-yl)methoxy)-[1,2,4]triazolo[4,3-b]pyridazin-3-yl)-5-methylisoxazole